BrC1=CC=2C(C3=CC(=CC=C3C2C=C1)Br)(CC1=CC=NC=C1)CC1=CC=NC=C1 2,7-dibromo-9,9-di(4-picolyl)fluorene